CC1N(CCOC1)C1=CC(NC(=C1)N1C(CN(CC1)S(=O)(=O)C)C(F)(F)F)=O 4-(3-methylmorpholine-4-yl)-6-[4-methanesulfonyl-2-(trifluoromethyl)piperazin-1-yl]-1H-pyridin-2-one